5-([1,1'-biphenyl]-4-yl)pyrazolo[1,5-c]pyrimidine-2-carboxylic acid C1(=CC=C(C=C1)C1=CC=2N(C=N1)N=C(C2)C(=O)O)C2=CC=CC=C2